(R*)-1-[(S)-1-(2,3-dihydrobenzo[1,4]dioxin-2-yl)methyl]-3-(3-methoxyphenyl)piperidine HCl Cl.O1[C@H](COC2=C1C=CC=C2)CN2C[C@H](CCC2)C2=CC(=CC=C2)OC |o1:14|